FC(OC1=CC=C(C=C1)S(=O)(=O)N1[C@H]2CC(C[C@@H]1CC2)NCC2CC(C2)O)F (1R,3r)-3-((((1R,3s,5S)-8-((4-(difluoromethoxy)phenyl)sulfonyl)-8-azabicyclo[3.2.1]octan-3-yl)amino)methyl)cyclobutan-1-ol